3,3'-(Ethane-1,2-diylbis(5-carbamoyl-1H-benzo[d]imidazole-1,2-diyl))bis(7-fluoro-4-methoxybenzo[b]thiophene-2-carboxylic acid) C(CN1C(=NC2=C1C=CC(=C2)C(N)=O)C=2C1=C(SC2C(=O)O)C(=CC=C1OC)F)N1C(=NC2=C1C=CC(=C2)C(N)=O)C=2C1=C(SC2C(=O)O)C(=CC=C1OC)F